1,4-Cyclohexandicarbaldehyd C1(CCC(CC1)C=O)C=O